2-(4'-(ethylamino)-2-fluoro-[1,1'-biphenyl]-4-yl)-6-fluoroquinoline-4-carboxylic acid C(C)NC1=CC=C(C=C1)C1=C(C=C(C=C1)C1=NC2=CC=C(C=C2C(=C1)C(=O)O)F)F